1-(4-(6-(benzyloxy)-2-cyclobutyl-3,4-dihydronaphthalen-1-yl)phenyl)-4-(dimethoxymethyl)piperidine tert-butyl-6-acetamido-2-(2-amino-6-((tert-butoxycarbonyl)amino)hexanamido)hexanoate C(C)(C)(C)OC(C(CCCCNC(C)=O)NC(C(CCCCNC(=O)OC(C)(C)C)N)=O)=O.C(C1=CC=CC=C1)OC=1C=C2CCC(=C(C2=CC1)C1=CC=C(C=C1)N1CCC(CC1)C(OC)OC)C1CCC1